Cl.NC/C(/CN1N=CN(C1=O)C=1C=C(C=CC1)C1=CC=C(C=C1)N1CCOCC1)=C\F 2-[(2E)-2-(aminomethyl)-3-fluoroprop-2-en-1-yl]-4-[4'-(morpholin-4-yl)biphenyl-3-yl]-2,4-dihydro-3H-1,2,4-triazol-3-one hydrochloride